C(C)(C)(C)OC(=O)N(C(OC(C)(C)C)=O)C1=NC(=CC(=N1)Cl)C1=C(C=C(C=C1C)F)C tert-butyl N-tert-butoxycarbonyl-N-[4-chloro-6-(4-fluoro-2,6-dimethyl-phenyl)pyrimidin-2-yl]carbamate